ON1[C@@H]2CC[C@H](N(C1=O)C2)C(NC(C2=CN=CC=C2)=O)=N N-(((2S,5R)-6-hydroxy-7-oxo-1,6-diazabicyclo[3.2.1]octan-2-yl)(imino)methyl)nicotinamide